CC1=C(SC=C1)C=1CCN(CC1)CC=1C=C2CN(C(C2=CC1)=O)N1C(NC(CC1)=O)=O 1-(5-((4-(3-methylthiophen-2-yl)-3,6-dihydropyridin-1(2H)-yl)methyl)-1-oxoisoindolin-2-yl)dihydropyrimidine-2,4(1H,3H)-dione